(dimethylamino)-3-(2-phenethylphenoxy)propan-2-ol CN(C)CC(COC1=C(C=CC=C1)CCC1=CC=CC=C1)O